ClC=1C=C(C=2N(N1)C=CN2)[C@@H]2[C@@H](C2)B(O)O |&1:11| racemic-((2S,2S)-2-(6-chloroimidazo[1,2-b]pyridazin-8-yl)cyclopropyl)boronic acid